ClCCCC(=O)NC1=CC(=NN1COCC[Si](C)(C)C)C1=CC=NC=C1 4-Chloro-N-(3-(pyridin-4-yl)-1-((2-(trimethylsilyl)ethoxy)methyl)-1H-pyrazol-5-yl)butanamide